2-(4-((5-chloro-4-(((1R,4R)-4-(methylamino)cyclohexyl)methoxy)pyrimidin-2-yl)amino)-3-methyl-1H-pyrazol-1-yl)-2-methylpropanenitrile ClC=1C(=NC(=NC1)NC=1C(=NN(C1)C(C#N)(C)C)C)OCC1CCC(CC1)NC